ClC1=CC=C(CN2C(=NC=3N(C(N(C(C23)=O)CCCO)=O)C)C2=CCC(CC2)(F)F)C=C1 7-(4-chlorobenzyl)-8-(4,4-difluorocyclohex-1-en-1-yl)-1-(3-hydroxypropyl)-3-methyl-3,7-dihydro-1H-purine-2,6-dione